O1C=CC2=C1C=C(C=C2)C[C@@H](C)N (R)-1-(benzofuran-6-yl)propan-2-amine